Estradiol dienanthate CCCCCCC(=O)O[C@H]1CC[C@@H]2[C@@]1(CC[C@H]3[C@H]2CCC4=C3C=CC(=C4)OC(=O)CCCCCC)C